1-(4-((4-amino-7-isopropyl-5-(4-phenoxyphenyl)-7H-pyrrolo[2,3-d]pyrimidin-6-yl)ethynyl)piperidin-1-yl)-2-chloroethanone NC=1C2=C(N=CN1)N(C(=C2C2=CC=C(C=C2)OC2=CC=CC=C2)C#CC2CCN(CC2)C(CCl)=O)C(C)C